4-[(benzyloxy)methyl]-6-bromo-2-[3,5-dichloro-4-[(5-isopropyl-6-oxo-1H-pyridazin-3-yl)oxy]-phenyl]-1,2,4-triazine-3,5-dione C(C1=CC=CC=C1)OCN1C(N(N=C(C1=O)Br)C1=CC(=C(C(=C1)Cl)OC1=NNC(C(=C1)C(C)C)=O)Cl)=O